ClC=1C(=CC(=C(C1)S1C[C@H](CN2C(N=C(C3=CC(=CC1=C23)C(F)(F)F)N2C[C@@H](N[C@@H](C2)C)C)=O)OC)F)F (3s)-l-1-(5-chloro-2,4-difluorophenyl)-8-((3S,5R)-3,5-dimethylpiperazin-1-yl)-3-methoxy-10-(trifluoromethyl)-3,4-dihydro-2H,6H-[1,4]thiazepino[2,3,4-ij]quinazolin-6-one